NC1=NN=NN1 amino-tetrazole